8-chloro-6-(4-(1-(2-(trifluoromethyl)phenylsulfonyl)piperidin-4-yl)piperazin-1-yl)isoquinolin-1(2H)-one ClC=1C=C(C=C2C=CNC(C12)=O)N1CCN(CC1)C1CCN(CC1)S(=O)(=O)C1=C(C=CC=C1)C(F)(F)F